C1(CC1)N1N=NC(=C1F)C(C=1C(=NC(=CC1)F)C)NC=1C=C2C(=C(C=NC2=CC1)C#N)NCC(C(F)(F)F)(C)C 6-(((1-cyclopropyl-5-fluoro-1H-1,2,3-triazol-4-yl)(6-fluoro-2-methylpyridin-3-yl)methyl)amino)-4-((3,3,3-trifluoro-2,2-dimethylpropyl)amino)quinoline-3-carbonitrile